C1=CC=C2C(=C1)C(=CN2)C(C(COP(=O)(O)O)O)O The molecule is a member of sn-glycerol 3-phosphates. It derives from a glycerol. It is a conjugate acid of a 1-C-(indol-3-yl)glycerol 3-phosphate(2-).